CC12CC3(CC(CC(C1)(C3)C)(C2)C)C 1,3,5,7-tetramethyl-adamantane